[Si](C)(C)(C(C)(C)C)OC[C@H]1CN(CCN1)C(=O)OC(C)(C)C tert-Butyl (R)-3-(((tert-butyldimethylsilyl)oxy)methyl)piperazine-1-carboxylate